(2,2-dimethyl-1,3-dioxolan-4-yl)methyl triflate O(S(=O)(=O)C(F)(F)F)CC1OC(OC1)(C)C